BrC=1C=C(C=NC(C(=O)O)CC2=CC=C(C=C2)O)C=C(C1)OC(C1=CC(=CC=C1)C)=O 2-(3-bromo-5-(3-methylbenzoyloxy)benzylideneamino)-3-(4-hydroxyphenyl)propanoic acid